ClC1=C(C=CC(=C1)Cl)[C@@H]1OC2=C(OC1)C=CC=C2C2CCNCC2 (S)-4-(3-(2,4-Dichlorophenyl)-2,3-dihydrobenzo[b][1,4]dioxin-5-yl)piperidine